FC=1C=C(OC2CC(C2)NC2C(CCCC2)O)C=CC1 2-[[3-(3-fluorophenoxy)cyclobutyl]amino]cyclohexanol